(bromomethyl)-6-methoxypyridine methyl-formate COC=O.BrCC1=NC(=CC=C1)OC